ClC(C1=CC=C(C(=N1)OCC1CC1)/C=C/C(=O)NC1=CC=CC=2NC(NC21)=O)(F)F (E)-3-(6-(chlorodifluoromethyl)-2-(cyclopropylmethoxy)pyridin-3-yl)-N-(2-oxo-2,3-dihydro-1H-benzo[d]imidazol-4-yl)acrylamide